isopropenyl 3-methylbutanoate CC(CC(=O)OC(=C)C)C